benzyl (3S)-3-[tert-butoxycarbonyl-(3-methoxycyclobutyl)amino]pyrrolidine-1-carboxylate C(C)(C)(C)OC(=O)N([C@@H]1CN(CC1)C(=O)OCC1=CC=CC=C1)C1CC(C1)OC